(5-isopropyl-1-(3,5-bistrifluoromethylbenzyl-imidazol-4-yl)methylene)piperazine-2,5-dione C(C)(C)C1=C(N=C(N1)CC1=CC(=CC(=C1)C(F)(F)F)C(F)(F)F)C=C1C(NCC(N1)=O)=O